N(=[N+]=[N-])CCCC[C@H](NC(OC(C)(C)C)=O)C(N[C@H](C(N[C@H](C(=O)OC)CC#C)=O)CC(C)C)=O Methyl (6S,9S,12S)-6-(4-azidobutyl)-9-isobutyl-2,2-dimethyl-4,7,10-trioxo-12-(prop-2-yn-1-yl)-3-oxa-5,8,11-triazatridecan-13-oate